CC1=NN(C2=NC(=NC=C21)N2CC1(CC2)CN(CC1)C1=CC(=NC=C1)C(F)(F)F)C1COC1 2-[3-methyl-1-(oxetan-3-yl)-1H-pyrazolo[3,4-d]pyrimidin-6-yl]-7-[2-(trifluoromethyl)pyridin-4-yl]-2,7-diazaspiro[4.4]nonane